2-(((1S,2R)-2-phenylcyclopropyl)amino)-N-(pyrimidin-5-yl)pyrimidine-4-carboxamide C1(=CC=CC=C1)[C@@H]1[C@H](C1)NC1=NC=CC(=N1)C(=O)NC=1C=NC=NC1